4-(4-((1R,5S)-3,8-diazabicyclo[3.2.1]octan-3-yl)-2-(((S)-1-ethylpyrrolidin-2-yl)methoxy)quinazolin-7-yl)naphthalen-2-ol [C@H]12CN(C[C@H](CC1)N2)C2=NC(=NC1=CC(=CC=C21)C2=CC(=CC1=CC=CC=C21)O)OC[C@H]2N(CCC2)CC